P(=O)(OC[C@@H](COC(CCCCCCCCCCCCCCCCC)=O)OC(CCCCCCCCCCCCCCCCC)=O)(OCCNC(CCCC(=O)ON1C(CCC1=O)=O)=O)[O-].[Na+] sodium [(2R)-2,3-di(octadecanoyloxy)propyl] 2-[[5-(2,5-dioxopyrrolidin-1-yl)oxy-5-oxo-pentanoyl]amino]ethyl phosphate